(4-amino-S-triazin-2-yl)-dimethyl-amine NC1=NC(=NC=N1)N(C)C